ClC=1C(=CC=NC1)N 5-chloropyridin-4-amine